6-Chloro-5-(4-methoxy-phenoxy)-1H-benzoimidazol ClC=1C(=CC2=C(NC=N2)C1)OC1=CC=C(C=C1)OC